genistein tris(methyl fumarate) C/C(/C(=O)O)=C\C(=O)O.C/C(/C(=O)O)=C\C(=O)O.C/C(/C(=O)O)=C\C(=O)O.O1C=C(C(=O)C=2C(O)=CC(O)=CC12)C1=CC=C(O)C=C1